COC1=CC(=C(C(=O)NC2CN(CC2)C=2SC=C(N2)C2=CC=C(C=C2)C(F)(F)F)C=C1)NS(=O)(=O)C=1SC=CC1 4-methoxy-2-(thiophene-2-sulfonylamino)-N-(1-(4-(4-(trifluoromethyl)phenyl)thiazol-2-yl)pyrrolidin-3-yl)benzamide